10-amino-3-cyclopropyl-N-(2-fluoro-2-methyl-propyl)-7,8,9,10-tetrahydrobenzo[h]Isoquinoline NC1CCCC2=CC=C3C=C(N(CC3=C21)CC(C)(C)F)C2CC2